(R)-N-(3-((4-amino-1-isopropyl-1H-pyrazolo[3,4-d]pyrimidin-3-yl)ethynyl)-4-methylphenyl)-3-phenylisoxazolidin-2-carboxamide NC1=C2C(=NC=N1)N(N=C2C#CC=2C=C(C=CC2C)NC(=O)N2OCC[C@@H]2C2=CC=CC=C2)C(C)C